2-(4-chloro-2,6-dimethyl-phenyl)acetyl chloride ClC1=CC(=C(C(=C1)C)CC(=O)Cl)C